1H-pyrrolo[3,2-b]pyrrole N1C=2C(=CC1)N=CC2